benzyl (2S,4R)-1-((9,9-difluoro-9H-fluorene-3-carbonyl)glycyl)-4-fluoro-4-(hydroxymethyl)pyrrolidine-2-carboxylate FC1(C2=CC=CC=C2C=2C=C(C=CC12)C(=O)NCC(=O)N1[C@@H](C[C@@](C1)(CO)F)C(=O)OCC1=CC=CC=C1)F